methylcyclopentadienyl-(1,4-dimethylindenyl)zirconium dichloride [Cl-].[Cl-].C[Zr+2](C=1C(C2=CC=CC(=C2C1)C)C)C1C=CC=C1